1-((S)-1-(pyridin-3-yl)ethyl)-1H-pyrazolo[3,4-b]pyrazin N1=CC(=CC=C1)[C@H](C)N1N=CC=2C1=NC=CN2